N-[3-fluoro-4-({7-[2-(3-hydroxyazetidin-1-yl)ethoxy]-6-methoxyquinolin-4-yl}oxy)phenyl]-5-(4-fluorophenyl)-6-oxo-2,3,5,6-tetrahydrofuro[3,2-c]pyridine-7-carboxamide FC=1C=C(C=CC1OC1=CC=NC2=CC(=C(C=C12)OC)OCCN1CC(C1)O)NC(=O)C1=C2C(=CN(C1=O)C1=CC=C(C=C1)F)CCO2